5-(2-fluoro-6-methyl-4-nitro-phenoxy)-1-methyl-benzotriazole FC1=C(OC2=CC3=C(N(N=N3)C)C=C2)C(=CC(=C1)[N+](=O)[O-])C